CC(C(C)=O)(C=C)C 3,3-dimethyl-4-penten-2-one